4-(2-(5-chloro-2-hydroxybenzylidene-amino)-4-methoxy-3-oxobutyl)phenyl isobutyrate C(C(C)C)(=O)OC1=CC=C(C=C1)CC(C(COC)=O)N=CC1=C(C=CC(=C1)Cl)O